NC1=C(CN[C@@H]([C@@H](C)CC)C(=O)OC)C(=CC(=C1)F)F Methyl (2-amino-4,6-difluorobenzyl)-L-isoleucinate